2-(8-isopropyl-2-methyl-5-oxothieno[3',2':4,5]pyrrolo[1,2-d][1,2,4]triazin-6(5H)-yl)acetic acid ethyl ester C(C)OC(CN1N=C(N2C(C1=O)=CC1=C2SC(=C1)C)C(C)C)=O